CC1=CC=C(C=C1)S(=O)(=O)OCCOCCOCCOCCOCCOC1CCN(CC1)C1=NC=C(C(=N1)NC=1C=C2C=C(C(N(C2=CC1)C)=O)OCC(NC)=O)Cl 14-([1-[5-chloro-4-([1-methyl-3-[(methylcarbamoyl)methoxy]-2-oxoquinolin-6-yl]amino)pyrimidin-2-yl]piperidin-4-yl]oxy)-3,6,9,12-tetraoxatetradecan-1-yl 4-methylbenzenesulfonate